CC(C)CCCCCCC/C=C\\C(=O)NC1CC1 The molecule is an enamide resulting from the formal condensation of the carboxy group of (Z)-11-methyldodec-2-enoic acid with the amino group of cyclopropylamine. It is an enamide, a fatty amide and a secondary carboxamide. It derives from a cyclopropylamine.